C(CCC)OC1=CC=C(C=C1)/N=N/C=1C=NN(C1C)CCP(O)(O)=O (E)-(2-(4-((4-butoxyphenyl)diazenyl)-5-methyl-1H-pyrazol-1-yl)ethyl)phosphonic acid